4-((1-(4-(2-(2-Aminopyridin-3-yl)-5-(6-(methoxy-d)pyridin-3-yl)-3H-imidazo[4,5-b]pyridin-3-yl)benzyl)piperidin-4-yl)amino)pyrimidine-2-carbonitrile NC1=NC=CC=C1C1=NC=2C(=NC(=CC2)C=2C=NC(=CC2)OC[2H])N1C1=CC=C(CN2CCC(CC2)NC2=NC(=NC=C2)C#N)C=C1